5-chloro-2-[(1S,4S)-2-oxa-5-azabicyclo[2.2.1]heptane-5-carbonyl]-7,8-dihydro-6H-spiro[[1,3]oxazolo[5,4-f]quinazoline-9,1'-cyclohexane]-7-one ClC=1C=C2C(=C3C1NC(NC31CCCCC1)=O)OC(=N2)C(=O)N2[C@@H]1CO[C@H](C2)C1